(S)-4-ethyl-4-hydroxy-8-(1H-pyrazol-4-yl)-1,3,4,5-tetrahydro-6H-pyrano[4,3-b]thieno[3,2-d]pyridin-6-one C(C)[C@]1(COCC2=C1NC(C1=C2C=C(S1)C=1C=NNC1)=O)O